CC1(CC2=CC=C(C=C2C1)C)C=O 2,5-dimethyl-2,3-dihydro-1H-indene-2-carbaldehyde